2-(5-bromo-1-isopropyl-1H-indol-3-yl)-N-(4-(tert-butyl)benzyl)acetamide BrC=1C=C2C(=CN(C2=CC1)C(C)C)CC(=O)NCC1=CC=C(C=C1)C(C)(C)C